2-(4-chlorophenyl)-3-(ethylsulfanyl)-4-(4-methoxyphenyl)cyclopent-2-en-1-one ClC1=CC=C(C=C1)C=1C(CC(C1SCC)C1=CC=C(C=C1)OC)=O